sodium octa-7-ene-1-sulfonate C(CCCCCC=C)S(=O)(=O)[O-].[Na+]